6-(3-Chlorophenyl)-3-(4,4,5,5-tetramethyl-1,3,2-dioxaborolan-2-yl)pyrazolo[1,5-b]pyridazine ClC=1C=C(C=CC1)C=1C=CC=2N(N1)N=CC2B2OC(C(O2)(C)C)(C)C